C(C)OC1=C(C(=O)NN)C=C(C(=C1)C(=O)NN)OCC 2,5-Diethoxyterephthalohydrazide